FC(CN1N=CC=2C1=NC(=NC2)N2CCC1(CN(C1)C1=NC(=NC(=C1)C(F)(F)F)C)CC2)F 7-[1-(2,2-difluoroethyl)-1H-pyrazolo[3,4-d]pyrimidin-6-yl]-2-[2-methyl-6-(trifluoromethyl)pyrimidin-4-yl]-2,7-diazaspiro[3.5]nonane